Cl.C(C)(C)(C)OC(NC1CNC1)=O N-(azetidin-3-yl)-carbamic acid tert-butyl ester hydrochloride